C1(C=2C(C(=O)OCCCCO1)=CC=CC2)=O monobutylene phthalate